(6Ar,10aR)-9-methyl-3-(3-methylhexan-2-yl)-6-methylidene-6a,7,8,10a-tetrahydrobenzo[c]chromen-1-ol CC1=C[C@@H]2[C@H](C(OC=3C=C(C=C(C23)O)C(C)C(CCC)C)=C)CC1